3-(2,2-dimethylpropanoyl)-3,8-diazabicyclo[3.2.1]octan CC(C(=O)N1CC2CCC(C1)N2)(C)C